ClC=1N=C(SC1C(C)=O)C=1C=NN2C1C=CC(=C2)OC=2N=NC(=CC2)C 1-[4-chloro-2-[6-(6-methylpyridazin-3-yl)oxypyrazolo[1,5-a]pyridin-3-yl]thiazol-5-yl]ethanone